CC=1N=C2N(N=C(C=C2C)C=2C=C(C=3C(=NN(N3)C3CCN(CC3)CC)C2)F)C1 6-(2,8-dimethylimidazo[1,2-b]pyridazin-6-yl)-2-(1-ethyl-4-piperidinyl)-4-fluoro-benzotriazole